(S)-(4-(4-fluorobenzo[d]thiazol-2-yl)-6,7-dihydro-1H-imidazo[4,5-c]pyridin-5(4H)-yl)(2-morpholino-4-(trifluoromethyl)thiazol-5-yl)methanone FC1=CC=CC2=C1N=C(S2)[C@H]2N(CCC1=C2N=CN1)C(=O)C1=C(N=C(S1)N1CCOCC1)C(F)(F)F